2-(3-methoxypyrazol-1-yl)pyrimidine COC1=NN(C=C1)C1=NC=CC=N1